C(C)(C)(C)OC(=O)N1C(C2(C1)CCC2)C(=O)O 2-(tert-butoxycarbonyl)-2-azaspiro[3.3]heptane-1-carboxylic acid